(1R,2S,5R)-5-(4-chlorobenzyl)-2-chloromethyl-2-methyl-1-(1H-1,2,4-triazol-1-ylmethyl)cyclopentanol ClC1=CC=C(C[C@H]2CC[C@]([C@@]2(O)CN2N=CN=C2)(C)CCl)C=C1